N[C@H]1COCC[C@@H]1C1=C(C=2N=C(N=C(C2S1)NCC=1OC=CC1)Cl)Cl 6-((3R,4S)-3-aminotetrahydro-2H-pyran-4-yl)-2,7-dichloro-N-(furan-2-ylmethyl)thieno[3,2-d]pyrimidin-4-amine